CN1CCN(CC1)C1=NC(=NC(=C1)OC1=CC=C(C=C1)OC)NC=1SC(=C(N1)C)C(=O)OCC 2-[[4-[4-Methyl-1-piperazinyl]-6-[(4-methoxyphenyl)oxy]-2-pyrimidinyl]amino]-4-methyl-5-thiazolecarboxylic acid, ethyl ester